C(C)(=O)C1=C(N=C(S1)N)CC(=O)OC methyl 2-(5-acetyl-2-amino-1,3-thiazol-4-yl)acetate